Cl.COC=1C=C2C(=NC=NC2=CC1OC)N1CCN(CCC1)CCNS(=O)(C1=CC=C(C=C1)N)=O N-(2-(4-(6,7-dimethoxyquinazolin-4-yl)-1,4-diazepan-1-yl)ethyl)sulfanilamide hydrochloride